C(C)(C)(C)OC(=O)N(C1=NC=CC(=C1)C=1OC=C(N1)C(=O)NC=1C(=NN(C1)C1=CC=C(C(=O)O)C=C1)C(F)(F)F)CC(F)(F)F 4-(4-(2-(2-((Tert-butoxycarbonyl)(2,2,2-trifluoroethyl)amino)pyridin-4-yl)oxazole-4-carboxamido)-3-(trifluoromethyl)-1H-pyrazol-1-yl)benzoic acid